di-n-propyl-chlorophosphate-phosphine dioctyldodecyl-lauroylglutaminate C(CCCCCCC)N(C(CC[C@H](N(C(CCCCCCCCCCC)=O)CCCCCCCCCCCC)C(=O)O)=O)CCCCCCCC.P.C(CC)OP(=O)(OCCC)Cl